CN1CCC(CC1)CS(=O)(=O)N1[C@H]2CC(C[C@@H]1CC2)NC(=O)C2=NOC(=C2)C2COCC2 N-((1R,3r,5S)-8-(((1-methylpiperidin-4-yl)methyl)sulfonyl)-8-azabicyclo[3.2.1]octan-3-yl)-5-(tetrahydrofuran-3-yl)isoxazole-3-carboxamide